C(C)(C)C1=C(NC2=C1N=C(S2)C2CCC(CC2)NC2COC2)C=2C=C(C=1N(C2)N=CN1)OC N-(4-(6-isopropyl-5-(8-methoxy-[1,2,4]triazolo[1,5-a]pyridin-6-yl)-4H-pyrrolo[3,2-d]thiazol-2-yl)cyclohexyl)oxetan-3-amine